(2S,4R)-1-(2-(3-acetyl-5-(2-isopropylpyrimidin-5-yl)-1H-indazol-1-yl)acetyl)-N-(6-bromopyridin-2-yl)-4-fluoropyrrolidine-2-carboxamide C(C)(=O)C1=NN(C2=CC=C(C=C12)C=1C=NC(=NC1)C(C)C)CC(=O)N1[C@@H](C[C@H](C1)F)C(=O)NC1=NC(=CC=C1)Br